C(C)(=O)OC1CCC2=C(C=C(C=C12)C#N)S(NC1=C(C(=C(C=C1)F)C=1C=CC=2N(C1)C=NC2C=2N(C=CN2)COCC[Si](C)(C)C)F)(=O)=O 6-Cyano-4-([2,4-difluoro-3-[1-(1-[[2-(trimethylsilyl)ethoxy]methyl]imidazol-2-yl)imidazo[1,5-a]pyridin-6-yl]phenyl]sulfamoyl)-2,3-dihydro-1H-inden-1-yl acetate